5-(aminomethyl)-6-cyclopropyl-N-(3-{3-[(4-methyl-4H-1,2,4-triazol-3-yl)methyl]-oxetan-3-yl}phenyl)pyridine-2-carboxamide NCC=1C=CC(=NC1C1CC1)C(=O)NC1=CC(=CC=C1)C1(COC1)CC1=NN=CN1C